N-(3-(4-fluoropiperidin-1-yl)propyl)benzo[d]imidazo[2,1-b]thiazole-7-carboxamide hydrochloride Cl.FC1CCN(CC1)CCCNC(=O)C1=CC2=C(N3C(S2)=NC=C3)C=C1